NCC=1C(=NC(=C(N1)C=1C=CC=2N(C1)C(=CN2)C)C2=CC(=CC=C2)F)N 3-(aminomethyl)-6-(3-fluorophenyl)-5-[3-methylimidazo[1,2-a]pyridin-6-yl]pyrazin-2-amine